COC=1C=2N(C=C(C1)C=1N=NN(C1C)C1CCN(CC1)C1COC1)N=CC2 4-Methoxy-6-[5-methyl-1-[1-(oxetan-3-yl)-4-piperidyl]triazol-4-yl]pyrazolo[1,5-a]pyridine